tert-butyl (S)-2-(benzo[d]thiazol-2-ylcarbamoyl)pyrrolidine-1-carboxylate S1C(=NC2=C1C=CC=C2)NC(=O)[C@H]2N(CCC2)C(=O)OC(C)(C)C